3-hydroxyethylpiperazine OCCC1CNCCN1